2-(4-Fluorophenyl)-3-[2-methyl-4-(3-thiophenyl)phenyl]-1,3-thiazolidin-4-one FC1=CC=C(C=C1)C1SCC(N1C1=C(C=C(C=C1)C1=CSC=C1)C)=O